1-(5-Fluoro-7-(4-(trifluoromethyl)phenyl)-3,4-dihydroisoquinolin-2(1H)-yl)prop-2-en FC1=C2CCN(CC2=CC(=C1)C1=CC=C(C=C1)C(F)(F)F)CC=C